4-(5-Cyclopropylpyrazin-2-yl)piperazine-1-carboxylic acid tert-butyl ester C(C)(C)(C)OC(=O)N1CCN(CC1)C1=NC=C(N=C1)C1CC1